FC=1C(=CC=2C3=C(NC(C2C1)=O)COCC3N(C(=O)C=3NC1=CC(=C(C=C1C3)F)F)C)F N-(8,9-difluoro-6-oxo-1,4,5,6-tetrahydro-2H-pyrano[3,4-c]isoquinolin-1-yl)-5,6-difluoro-N-methyl-1H-indole-2-carboxamide